C(CCCCCCCCCCCCCCC)N1C(=C(C(C2=CC=CC=C12)=O)OCC1=CC=C(C=C1)O)C1=CC=CC=C1 N-hexadecyl-2-phenyl-3-(4-hydroxybenzyloxy)-quinolin-4-one